NC=1C=C(C=C(C1)C(F)(F)F)[C@@H](C)NC=1C2=C(N=CN1)N(C(C(=C2)C2CCN(CC2)C)=O)C (R)-4-((1-(3-Amino-5-(trifluoromethyl)phenyl)ethyl)amino)-8-methyl-6-(1-methylpiperidin-4-yl)pyrido[2,3-d]pyrimidin-7(8H)-one